[S-]C(=S)NCCNC(=S)[S-].[Mn+2] Manganese(2+) N-[2-(sulfidocarbothioylamino)ethyl]carbamodithioate